ClC1=CC=C(C=C1)C1=CN=C(S1)NC(=O)C1CN(CC1)C#N N-(5-(4-chlorophenyl)thiazol-2-yl)-1-cyano-pyrrolidine-3-carboxamide